4-isopropenyl-1-methyl-1-cyclohexene C(=C)(C)C1CC=C(CC1)C